Cl.NC[C@H](CC(=O)OC)O methyl (S)-4-amino-3-hydroxybutanoate hydrochloride